5-(5-fluoropyridin-2-yl)-pyrrolo[2,1-c][1,2,4]triazol-3-one FC=1C=CC(=NC1)C1=CC=C2N=NC(N21)=O